CN1N=C(C(=N1)C=1C=C2C(=NC1)CN(C2=O)C=2N=NC(=CC2)OC2C[C@]1(CC[C@@](C2)(N1)C)C)C 3-(2,5-dimethyl-2H-1,2,3-triazol-4-yl)-6-(6-(((1R,3s,5S)-1,5-dimethyl-8-azabicyclo[3.2.1]octan-3-yl)oxy)pyridazin-3-yl)-6,7-dihydro-5H-pyrrolo[3,4-b]pyridin-5-one